2-(1-methyl-1H-indol-3-yl)ethylamine CN1C=C(C2=CC=CC=C12)CCN